BrC1=C(OC=2C1=NC(=CC2NCC=2SC=CC2)Cl)OCC2CCC2 3-bromo-5-chloro-2-(cyclobutylmethoxy)-N-(thiophen-2-ylmethyl)furo[3,2-b]pyridin-7-amine